BrCC(=O)C1=C(C=CC(=C1)Cl)Cl 2-bromo-1-(2,5-dichlorophenyl)ethanone